8-chloro-N~2~-{4-[(cyclopropylsulfonyl)methyl]phenyl}-6-fluoro-7-(8-methyl-2,3-dihydro-1H-pyrido[2,3-b][1,4]oxazin-7-yl)quinazoline-2,5-diamine ClC1=C(C(=C(C=2C=NC(=NC12)NC1=CC=C(C=C1)CS(=O)(=O)C1CC1)N)F)C1=C(C2=C(OCCN2)N=C1)C